NC1=C(C=2C(=NC(=CC2)N2C[C@H](CC2)NC)N1C1=C2C=NNC2=CC(=C1C)F)C(=O)N (S)-2-amino-1-(6-fluoro-5-methyl-1H-indazol-4-yl)-6-(3-(methylamino)pyrrolidin-1-yl)-1H-pyrrolo[2,3-b]pyridine-3-carboxamide